4-(2-(5-((1R,4R,7R)-7-Amino-2-azabicyclo[2.2.1]heptan-2-carbonyl)-7-methoxy-1-methyl-1H-benzo[d]imidazol-2-yl)-1-(cyclopropylmethyl)-1H-indol-7-yl)-3-fluorobenzamid N[C@H]1[C@@H]2N(C[C@H]1CC2)C(=O)C2=CC1=C(N(C(=N1)C=1N(C3=C(C=CC=C3C1)C1=C(C=C(C(=O)N)C=C1)F)CC1CC1)C)C(=C2)OC